C(CCCCCCC)C(COC1=C(C2=C(SC=C2)C=2SC=CC21)OCC(CCCCCCCCCC)CCCCCCCC)CCCCCCCCCC 4,5-bis((2-octyldodecyl)oxy)benzo[2,1-b:3,4-b']Dithiophene